6-chloro-3-(((R)-1-(2-cyano-7-methyl-3-((-)-2-methylmorpholino)quinoxalin-5-yl)ethyl)amino)picolinic acid ClC1=CC=C(C(=N1)C(=O)O)N[C@H](C)C1=C2N=C(C(=NC2=CC(=C1)C)C#N)N1CC(OCC1)C